tert-butyl-4-[4-[(6-chloro-7-oxo-8-spiro[2.4]heptan-7-yl-pyrido[2,3-d]pyrimidin-2-yl) amino]-3-methylphenyl]sulfonylpiperidine-1-carboxylate C(C)(C)(C)OC(=O)N1CCC(CC1)S(=O)(=O)C1=CC(=C(C=C1)NC=1N=CC2=C(N1)N(C(C(=C2)Cl)=O)C2CCCC21CC1)C